O[C@H]1[C@H](O[C@@]2([C@H](CCO2)C2=C(C(=O)N)C=CC(=C2)OC2=CC=CC=C2)[C@@H]([C@H]1N1N=NC(=C1)C1=CC(=C(C(=C1)F)F)F)O)CO ((4r,5s,7r,8r,9s,10r)-8,10-dihydroxy-7-(hydroxymethyl)-9-(4-(3,4,5-trifluorophenyl)-1H-1,2,3-triazol-1-yl)-1,6-dioxaspiro[4.5]dec-4-yl)-4-phenoxybenzamide